C(#C)C1=CC=C2C(=N1)SC(=N2)NC2=NC=CC(=C2)N2CCN(CC2)C(COC)=O 1-(4-(2-((5-ethynyl-thiazolo[5,4-b]pyridin-2-yl)amino)pyridin-4-yl)piperazin-1-yl)-2-methoxyethanone